C1(CC1)CN(CCC=O)C(C)C 3-[(CYCLOPROPYLMETHYL)(PROPAN-2-YL)AMINO]PROPANAL